4-[3-[2,6-Dichloro-4-[1-(2,2,2-trifluoroethyl)azetidin-3-yl]oxybenzoyl]-2,4-dihydro-1,3-benzoxazin-8-yl]-5-fluoro-2-(3-oxa-8-azabicyclo[3.2.1]octan-8-yl)benzoic acid ClC1=C(C(=O)N2COC3=C(C2)C=CC=C3C3=CC(=C(C(=O)O)C=C3F)N3C2COCC3CC2)C(=CC(=C1)OC1CN(C1)CC(F)(F)F)Cl